trans-(1R,9S)-8-Methylene-4,11,11-trimethylbicyclo[7.2.0]undec-4-ene C/C/1=C\CCC(=C)[C@H]2CC([C@@H]2CC1)(C)C